6-fluoro-5-methoxy-7-methylthiazolo[5,4-b]pyridin-2-amine FC=1C(=C2C(=NC1OC)SC(=N2)N)C